N1CCC(CC1)N1CC(C1)CO [1-(4-piperidyl)azetidin-3-yl]methanol